C1NCCC2=CC(=CC=C12)N1CCC(CC1)C(=O)OC(C)(C)C tert-butyl 1-(1,2,3,4-tetrahydroisoquinolin-6-yl)piperidine-4-carboxylate